[Sn].S1C=CC=C1 thiophene tin salt